1-hexyl-3-methyl-imidazole bromine salt [Br].C(CCCCC)N1CN(C=C1)C